NC1=C2C(=NC=N1)N(N=C2C2=CC(=C(C(=O)NC(C)C)C=C2)F)C(C)C=2OC1=CC=CC(=C1C(C2C2=CC(=CC=C2)F)=O)F 4-(4-amino-1-(1-(5-fluoro-3-(3-fluorophenyl)-4-oxo-4H-chromen-2-yl)ethyl)-1H-pyrazolo[3,4-d]pyrimidin-3-yl)-2-fluoro-N-isopropylbenzamide